[1,5-naphthyridin-4-yl]methanone N1=CC=C(C2=NC=CC=C12)C=O